3-hydroxy-2-((((9Z,12Z)-octadeca-9,12-dienoyl)oxy)methyl)propyl (1r,1's,4R,4'R)-4'-butyl-[1,1'-bi(cyclohexane)]-4-carboxylate C(CCC)C1CCC(CC1)C1CCC(CC1)C(=O)OCC(CO)COC(CCCCCCC\C=C/C\C=C/CCCCC)=O